C([O-])[O-].[Y+3].C([O-])[O-].C([O-])[O-].[Y+3] yttrium carbonite